4-((S)-1-((3r,7r)-2-(3,4-dichlorobenzoyl)-3,7-dimethyl-10-oxo-1,2,3,4,7,8-hexahydropyrido[4',3':3,4]Pyrazolo[1,5-a]Pyrazin-9(10H)-yl)ethyl)benzenesulfonamide ClC=1C=C(C(=O)N2CC=3C(=NN4C3C(N(C[C@H]4C)[C@@H](C)C4=CC=C(C=C4)S(=O)(=O)N)=O)C[C@H]2C)C=CC1Cl